2-(2-bromo-3,4,5-trimethoxyphenyl)oxazoline BrC1=C(C=C(C(=C1OC)OC)OC)C=1OCCN1